N1=CN=CC2=CC=C(C=C12)C(=O)OC(C)(C)C Tert-butyl quinazoline-7-carboxylate